C[Si](O[Si](OC1=C(C(=C([SiH3])C)C)C=CC=C1)(O[Si](C)(C)C)O[Si](C)(C)C)(C)C tris(trimethylsiloxy)siloxydimethyl-silyl-styrene